N-(3-Methyl-dimethoxysilylpropyl)diethylenetriamine C[Si](CCCNCCNCCN)(OC)OC